PYRIDYLAZOANILINE N1=C(C=CC=C1)N(C1=CC=CC=C1)N=NNC1=CC=CC=C1